3-[1-methyl-7-[1-[[(3R,4R)-3-methyl-4-piperidyl]methyl]-4-piperidyl]indazol-3-yl]piperidine-2,6-dione CN1N=C(C2=CC=CC(=C12)C1CCN(CC1)C[C@H]1[C@H](CNCC1)C)C1C(NC(CC1)=O)=O